(E)-2-(2-(3-(4-bromophenyl)-8-(methylsulfonyl)-1,4,8-triazaspiro[4.5]decan-1,3-dien-2-yl)vinyl)-5-(quinolin-3-yl)-1,3,4-oxadiazole BrC1=CC=C(C=C1)C=1C(=NC2(N1)CCN(CC2)S(=O)(=O)C)/C=C/C=2OC(=NN2)C=2C=NC1=CC=CC=C1C2